4-(1-(3-((methylamino)methyl)-2-(trifluoromethyl)phenyl)-1H-imidazol-4-yl)-N-(1-(methylsulfonyl)piperidin-4-yl)-5-(trifluoromethyl)pyrimidin-2-amine CNCC=1C(=C(C=CC1)N1C=NC(=C1)C1=NC(=NC=C1C(F)(F)F)NC1CCN(CC1)S(=O)(=O)C)C(F)(F)F